4-(2-(4-acrylamidophenyl)-4-amino-7-cyano-1-(2-methoxyethyl)-1H-pyrrolo[3,2-c]pyridin-3-yl)-2-methoxy-N-(2,2,2-trifluoroethyl)benzamide C(C=C)(=O)NC1=CC=C(C=C1)C1=C(C=2C(=NC=C(C2N1CCOC)C#N)N)C1=CC(=C(C(=O)NCC(F)(F)F)C=C1)OC